2'-chloro-5'-methoxy-6-methyl-N-(5-(2-(pyrrolidin-1-yl)ethyl)-1,3,4-thiadiazol-2-yl)-(4,4'-bipyridine)-3-carboxamide ClC1=NC=C(C(=C1)C1=C(C=NC(=C1)C)C(=O)NC=1SC(=NN1)CCN1CCCC1)OC